(R)-(1-(2-formyl-1-(phenylsulfonyl)-1H-indol-6-yl)ethyl)carbamic acid tert-butyl ester C(C)(C)(C)OC(N[C@H](C)C1=CC=C2C=C(N(C2=C1)S(=O)(=O)C1=CC=CC=C1)C=O)=O